3,4,5-trichloro-2,6-pyridinedinitrile ClC=1C(=NC(=C(C1Cl)Cl)C#N)C#N